C(C)OC1(COC1)C1=CC=C(C=C1)N1CCC(CC1)C1=CC=C(C=C1)C(F)(F)F 1-(4-(3-ethoxyoxetan-3-yl)phenyl)-4-(4-(trifluoromethyl)phenyl)piperidine